(5Z,5'Z)-5,5'-(((sulfonylbis(ethane-2,1-diyl))bis(oxy))bis(propan-2-yl-1-ylidene))bis(4-methyl-1,3-dioxolan-2-one) S(=O)(=O)(CCOC(\C=C/1\C(OC(O1)=O)C)C)CCOC(\C=C/1\C(OC(O1)=O)C)C